2-(chloromethyl)-benzo[d]thiazole ClCC=1SC2=C(N1)C=CC=C2